1H-indol-5-yl-boranediol N1C=CC2=CC(=CC=C12)B(O)O